O1COC2=C1C=CC(=C2)CC(C)NO N-[1-(1,3-benzodioxolan-5-yl)propan-2-yl]hydroxylamine